1-(3-((5-chloro-2-((2-ethyl-4-(4-methylpiperazin-1-yl)phenyl)amino)pyrimidin-4-yl)amino)propyl)piperidin-2-one ClC=1C(=NC(=NC1)NC1=C(C=C(C=C1)N1CCN(CC1)C)CC)NCCCN1C(CCCC1)=O